n-hexanoic acid-n-butyl ester C(CCC)OC(CCCCC)=O